CS(=O)(=O)O[C@H]1[C@H](CCC1)CC=C (1R,2R)-2-ALLYLCYCLOPENTYL METHANESULFONATE